CSC1=C(C=CC=C1)C1=CC2=C(C=C1)N1C(OC3=C(C1=O)C=CC=C3)=N2 8-(2-Methylsulfanylphenyl)-benzimidazolo[2,1-b][1,3]benzoxazin-12-on